1-(4-Bromophenyl)ethane-1-amine BrC1=CC=C(C=C1)C(C)N